2-Bromomethyl-1-chloro-3-trifluoromethyl-benzene BrCC1=C(C=CC=C1C(F)(F)F)Cl